C(C)SC=1C(=NN(C1OC)C)C(=O)OCC ethyl 4-(ethylthio)-5-methoxy-1-methyl-1H-pyrazole-3-carboxylate